P(=O)([O-])([O-])[O-].C(CCCCCCCCCCC)[Ca+].C(CCCCCCCCCCC)[Ca+].C(CCCCCCCCCCC)[Ca+] dodecyl-calcium phosphate